N-benzyl-2-[4-fluoro-3-(trifluoromethyl)phenoxy]butyramide C(C1=CC=CC=C1)NC(C(CC)OC1=CC(=C(C=C1)F)C(F)(F)F)=O